2-((1r,3R,5S)-adamantan-1-yl)acetic acid C12(CC3CC(CC(C1)C3)C2)CC(=O)O